N(=[N+]=[N-])CC=1C=CC2=C(C1)OCC1=NC=NC=C12 8-(Azidomethyl)-5H-chromeno[3,4-d]pyrimidine